ClC=1N=CC2=C(N1)N(C(C(=C2C)Br)=O)C2CCCC2 2-chloro-8-cyclopentyl-6-bromo-5-methylpyrido[2,3-D]pyrimidin-7(8H)-one